5,6-difluoro-1-oxo-spiro[indan-2,4'-piperidine]-1'-carboxylic acid tert-butyl ester C(C)(C)(C)OC(=O)N1CCC2(CC1)C(C1=CC(=C(C=C1C2)F)F)=O